N=1SN=C2C1C=CC=C2CNCCC(=O)N2CC1CCC(C2)N1C1=CC=C(C=N1)C#N 6-[3-(3-{[(2,1,3-benzothiadiazol-4-yl)methyl]amino}propanoyl)-3,8-diazabicyclo[3.2.1]octan-8-yl]pyridine-3-carbonitrile